C(C)C(CN=C(N)N)CCCC 2-(2-ethylhexyl)guanidine